Hexane-2,3-dicarboxylic acid 3-benzyl ester 2-(tert-butyl) ester C(C)(C)(C)OC(=O)C(C)C(CCC)C(=O)OCC1=CC=CC=C1